(S)-2-((((9H-fluoren-9-yl)methoxy)carbonyl)amino)-5-(methylamino)-5-oxopentanoic acid C1=CC=CC=2C3=CC=CC=C3C(C12)COC(=O)N[C@H](C(=O)O)CCC(=O)NC